N-((S)-(4,4-difluorocyclohexyl)(5-((S)-2-methoxy-1-((R)-4-methyl-2-oxoimidazolidin-1-yl)ethyl)benzo[d]oxazol-2-yl)methyl)-4-methyl-1,2,5-oxadiazole-3-carboxamide FC1(CCC(CC1)[C@H](NC(=O)C1=NON=C1C)C=1OC2=C(N1)C=C(C=C2)[C@@H](COC)N2C(N[C@@H](C2)C)=O)F